N-{4-[(5R)-7-chloro-4,4-difluoro-5-hydroxy-5-(hydroxymethyl)-2,3,4,5-tetrahydro-1H-1-benzazepine-1-carbonyl]phenyl}-4-fluoro-[1,1'-biphenyl]-2-carboxamide ClC=1C=CC2=C([C@](C(CCN2C(=O)C2=CC=C(C=C2)NC(=O)C=2C(=CC=C(C2)F)C2=CC=CC=C2)(F)F)(CO)O)C1